1-[(2R)-2-[[4-[[6-(1-fluoroethyl)-3-isopropyl-imidazo[1,2-a]pyridin-8-yl]amino]-1-piperidyl]methyl]morpholin-4-yl]prop-2-en-1-one FC(C)C=1C=C(C=2N(C1)C(=CN2)C(C)C)NC2CCN(CC2)C[C@@H]2CN(CCO2)C(C=C)=O